OC1=CC=C(C=C1)C1=CC(=CC=C1)[C@H](CC(=O)O)CN(CCCCC1=NC=2NCCCC2C=C1)C (S)-3-(4'-Hydroxy-[1,1'-biphenyl]-3-yl)-4-(methyl(4-(5,6,7,8-tetrahydro-1,8-naphthyridin-2-yl)butyl)amino)butanoic acid